C[C@@H]1OCC(COC1)=O (2S)-2-methyl-1,4-dioxepan-6-one